2-(1-(2,4,6-tri-tert-butylphenylimino)ethyl)-8-hydroxy-5,6,7,8-tetrahydroquinoline C(C)(C)(C)C1=C(C(=CC(=C1)C(C)(C)C)C(C)(C)C)N=C(C)C1=NC=2C(CCCC2C=C1)O